2-[1-[3-(2,6-dioxo-3-piperidinyl)-1-methyl-indazol-6-yl]-4-piperidinyl]acetic acid HCl salt Cl.O=C1NC(CCC1C1=NN(C2=CC(=CC=C12)N1CCC(CC1)CC(=O)O)C)=O